2-((2R,3R,4S,5R)-3,4-dihydroxy-5-(hydroxymethyl)tetrahydrofuran-2-yl)-5-methoxy-1,2,4-triazine O[C@H]1[C@@H](O[C@@H]([C@H]1O)CO)N1NC=C(N=C1)OC